CC1=CC=2NC3=CC(=CC=C3NC2C=C1)C 5,10-dihydro-2,8-dimethylphenazine